C(#N)C1=C(C=C(C=C1)N1N=C(C=C1)CC(=O)NC1=CC=C(C=C1)F)C(F)(F)F 2-(1-(4-cyano-3-trifluoromethylphenyl)-1H-pyrazol-3-yl)-N-(4-fluorophenyl)acetamide